NC1=NC=CC=C1C1=NC=2C(=NC(=CC2)C2=CC=CC=C2)N1C1=CC=C(CNC(=O)C=2C(=C(C(=O)O)C=CC2)OCC2=CC=CC=C2)C=C1 3-((4-(2-(2-aminopyridin-3-yl)-5-phenyl-3H-imidazo[4,5-b]pyridin-3-yl)benzyl)carbamoyl)-2-(benzyloxy)benzoic acid